C(C)(C)OC1=CC=2N(C=C1C(=O)[O-])C=C(N2)C21COC(CC2)(C1)C.[Li+] lithium 7-isopropoxy-2-(1-methyl-2-oxabicyclo[2.2.1]heptan-4-yl)imidazo[1,2-a]pyridine-6-carboxylate